3-(dimethyl-amino)prop-2-en-1-one CN(C=CC=O)C